CC=1C=C(C=CC1C(NC1=NC=CC(=C1)C(F)(F)F)=O)C1=NN2C(NC3=C(CC2)C=C(C=C3)N3CCNCC3)=C1C(=O)N 2-(3-methyl-4-((4-(trifluoromethyl)pyridin-2-yl)carbamoyl)phenyl)-7-(piperazin-1-yl)-9,10-dihydro-4H-benzo[d]pyrazolo[1,5-a][1,3]diazepine-3-carboxamide